CN1C(=NC=C1C1=C2CNC(C2=C(C=C1)NC1=NC=C(C=C1)N1CCNCC1)=O)C 4-(1,2-dimethyl-1H-imidazol-5-yl)-7-((5-(piperazin-1-yl)pyridin-2-yl)amino)isoindolin-1-one